2-((3,5-dimethylbenzyl)oxy)isoindoline-1,3-dione CC=1C=C(CON2C(C3=CC=CC=C3C2=O)=O)C=C(C1)C